N-((1-((3,4,5-trihydroxy-6-methoxytetrahydro-2H-pyran-2-yl)methyl)-1H-1,2,3-triazol-4-yl)methyl)acrylamide OC1C(OC(C(C1O)O)OC)CN1N=NC(=C1)CNC(C=C)=O